C(C=C)OCC1=C(C=CC=C1)Br 1-(allyloxymethyl)-2-bromobenzene